phenyl-N-(pyrrolidin-2-ylmethyl)benzamide C1(=CC=CC=C1)C1=C(C(=O)NCC2NCCC2)C=CC=C1